(S)-2-(3-(4-cyclopropyl-2,5-dioxoimidazolidin-4-yl)propionyl)isoindoline-5-carboxylic acid C1(CC1)[C@@]1(NC(NC1=O)=O)CCC(=O)N1CC2=CC=C(C=C2C1)C(=O)O